C(C)(C)C=1C2=C(NC1C=1C=C(C=3N(C1)N=CN3)C)SC(=C2C)C2C[C@@H]3[C@@H](CN(C3)C(=O)OC(C)(C)C)C2 tert-butyl (3aR,6aS)-5-(4-isopropyl-3-methyl-5-(8-methyl-[1,2,4]triazolo[1,5-a]pyridin-6-yl)-6H-thieno[2,3-b]pyrrol-2-yl)hexahydrocyclopenta[c]pyrrole-2(1H)-carboxylate